O1CCOC2=C1C=CC(=C2)CNCC2=CC=C(C=C2)CN(C)C (2,3-dihydro-1,4-benzodioxin-6-ylmethyl)({4-[(dimethylamino)-methyl]phenyl}methyl)amine